2-(isoxazol-4-yl)tetrahydrofuran-3,4-diol O1N=CC(=C1)C1OCC(C1O)O